N-[(1,2-dihydro-2-thioxo-3-pyridinyl)carbonyl]glycine S=C1NC=CC=C1C(=O)NCC(=O)O